COC(=O)C1=CC2=C(N=CN2)C(=C1)OC 7-methoxy-benzimidazole-5-carboxylic acid methyl ester